N-(3-methylbenzyl)-2-[(3R)-3-methyl[1,4'-bipiperidin]-1'-yl]-1,3-thiazole-5-carboxamide CC=1C=C(CNC(=O)C2=CN=C(S2)N2CCC(CC2)N2C[C@@H](CCC2)C)C=CC1